CC=1C=C(NC2=NC=NC3=CC=C(C=C23)[C@H]2CN(CCC2)C(C=C)=O)C=CC1OC1=CC=2N(C=C1)N=CN2 1-[(3S)-3-[4-[3-methyl-4-([1,2,4]triazolo[1,5-a]pyridin-7-yloxy)anilino]quinazolin-6-yl]-1-piperidyl]prop-2-en-1-one